C1C[C@H]2C=C[C@@H]1[C@H]3[C@@H]2C(=O)OC3=O endo-bicyclo[2.2.2]oct-5-ene-2,3-dicarboxylic anhydride